1-iodo-7,9-dodecadiene ICCCCCCC=CC=CCC